N-(2-chloro-6-methylphenyl)-2-((2-methyl-6-(4-methylpiperazin-1-yl)pyrimidin-4-yl)amino)thiazole-5-carboxamide ClC1=C(C(=CC=C1)C)NC(=O)C1=CN=C(S1)NC1=NC(=NC(=C1)N1CCN(CC1)C)C